((1s,4s)-4-hydroxy-4-methylcyclohexyl)piperidine-4-carboxamide OC1(CCC(CC1)N1CCC(CC1)C(=O)N)C